C(C1=CC=CC=C1)SC1=CC=C(C=C1)N 4-(benzylthio)benzenamine